OC1=C(C=C(C=C1)C1OCC(CO1)=O)OC 2-(4-hydroxy-3-methoxyphenyl)-1,3-dioxan-5-one